tert-butyl {[(2S)-2-{[(4-bromo-2-fluorophenyl)carbamoyl]amino}-4-methylpentanoyl]amino}acetate BrC1=CC(=C(C=C1)NC(=O)N[C@H](C(=O)NCC(=O)OC(C)(C)C)CC(C)C)F